N-methyl-N-propylpiperazine-1-carboxamide CN(C(=O)N1CCNCC1)CCC